C(C(=C)C)(=O)OC1=CC(=C(C=C1)C1=NC(=NC(=N1)C1=C(C=C(C=C1)C)C)C1=C(C=C(C=C1)C)C)O 4-(4,6-bis(2,4-dimethylphenyl)-1,3,5-triazin-2-yl)-3-hydroxyphenyl methacrylate